1-(2-(thiophen-2-yl)-3-(thiophene-2-carbonyl)indolizin-1-yl)pyridin-2(1H)-one S1C(=CC=C1)C=1C(=C2C=CC=CN2C1C(=O)C=1SC=CC1)N1C(C=CC=C1)=O